[5-(2,4-difluorophenyl)isoxazol-3-yl]-[1-methyl-4-(1-methylpyrazol-4-yl)-3,4-dihydro-1H-isoquinolin-2-yl]methanone FC1=C(C=CC(=C1)F)C1=CC(=NO1)C(=O)N1C(C2=CC=CC=C2C(C1)C=1C=NN(C1)C)C